C1(=CC(=CC=C1)C1=NC(=NC(=C1)C1=CC=CC=C1)C1=CC(=CC=C1)Br)C1=CC=CC=C1 4-([1,1'-biphenyl]-3-yl)-2-(3-bromophenyl)-6-phenylpyrimidine